FC1=CC=C(C=C1)[C@H]1[C@@H](C1)NCC1=CC(=NC(=N1)C1=CC=CC=C1)C(=O)N1CCN(CC1)S(=O)(=O)C (6-((((1R,2S)-2-(4-Fluorophenyl)cyclopropyl)amino)methyl)-2-phenylpyrimidin-4-yl)(4-(methylsulfonyl)piperazin-1-yl) ketone